NC1=NC2=C(C=3C=C(C=NC13)CCC1=C(C=C(OCCCCCP(O)(O)=O)C=C1)C)C=CC(=C2)C (5-(4-(2-(5-amino-8-methylbenzo[f][1,7]naphthyridin-2-yl)ethyl)-3-methylphenoxy)pentyl)phosphonic acid